7-(4-(methylamino)-5-(5-(piperazin-1-yl)-1,3,4-thiadiazol-2-yl)pyridin-2-yl)pyrrolo[1,2-b]pyridazine-3-carbonitrile CNC1=CC(=NC=C1C=1SC(=NN1)N1CCNCC1)C1=CC=C2N1N=CC(=C2)C#N